(R)-6-(4-((1H-pyrazol-1-yl)methyl)phenyl)-2,2-difluoro-7-((5-methoxy-7-methyl-1H-indol-4-yl)methyl)-7-azaspiro[3.5]nonane N1(N=CC=C1)CC1=CC=C(C=C1)[C@H]1CC2(CC(C2)(F)F)CCN1CC1=C2C=CNC2=C(C=C1OC)C